2-(2-Chlorophenyl)-6-(4-ethyl-3-(hydroxymethyl)-5-oxo-4,5-dihydro-1H-1,2,4-triazol-1-yl)-7-fluoro-4-(prop-1-en-2-yl)-3,4-dihydroisoquinolin-1(2H)-one ClC1=C(C=CC=C1)N1C(C2=CC(=C(C=C2C(C1)C(=C)C)N1N=C(N(C1=O)CC)CO)F)=O